N1=CC=CC=2CCCCC12 (S)-(7,8-dihydro-6H-quinoline)